ethyl ((R or S)-((((2R,5R)-4-fluoro-5-(5-methyl-2,4-dioxo-3,4-dihydro-pyrimidin-1(2H)-yl)-2,5-dihydrofuran-2-yl) oxy) methyl) (phenoxy)phosphoryl)-L-alaninate FC1=C[C@H](O[C@H]1N1C(NC(C(=C1)C)=O)=O)OC[P@@](=O)(OC1=CC=CC=C1)N[C@@H](C)C(=O)OCC |o1:17|